N-methylpyridazin-3-amine CNC=1N=NC=CC1